1-morpholino-2-(4-(4,4,5,5-tetramethyl-1,3,2-dioxaborolan-2-yl)-1H-pyrazol-1-yl)ethan-1-one O1CCN(CC1)C(CN1N=CC(=C1)B1OC(C(O1)(C)C)(C)C)=O